(methylsulfinyl)propan-1-one CS(=O)C(CC)=O